bis[2-hydroxy-5-(acetyldodecylamino)-benzyl]ethylenediamine OC1=C(CNCCNCC2=C(C=CC(=C2)N(C(C)=O)CCCCCCCCCCCC)O)C=C(C=C1)N(CCCCCCCCCCCC)C(C)=O